N-((2S,3R,4S)-2-[(2,3'-difluoro-5'-methyl-[1,1'-biphenyl]-3-yl)methyl]-4-fluoro-1-[(2R)-oxolane-2-carbonyl]pyrrolidin-3-yl)ethanesulfonamide FC1=C(C=CC=C1C[C@@H]1N(C[C@@H]([C@@H]1NS(=O)(=O)CC)F)C(=O)[C@@H]1OCCC1)C1=CC(=CC(=C1)C)F